O[13CH2]C(O)CO glycerol-13C